3-chloro-3-(2-chloro-4-pyridinyl)-6-(trifluoromethyl)indolin-2-one trans-2,4-dimethyl-1,3-dioxolane-2-acetate C[C@@]1(OC[C@@H](O1)C)CC(=O)O.ClC1(C(NC2=CC(=CC=C12)C(F)(F)F)=O)C1=CC(=NC=C1)Cl